5-(6-((2S,6R)-2,6-dimethylmorpholino)imidazo[1,2-b]pyridazin-3-yl)-1H-indazole-3-carbonitrile C[C@@H]1O[C@@H](CN(C1)C=1C=CC=2N(N1)C(=CN2)C=2C=C1C(=NNC1=CC2)C#N)C